ethylphenylethylamine C(C)NCCC1=CC=CC=C1